NC1=CC=CC(=N1)S(=O)(=O)NC(C1=C(N=C(C=C1)C(C)(C)C)N1C(C(CC1)C1CCOCC1)(C)C)=O N-((6-Aminopyridin-2-yl)sulfonyl)-6-(tert-butyl)-2-(2,2-dimethyl-3-(tetrahydro-2H-pyran-4-yl)pyrrolidin-1-yl)nicotinamid